C(#N)C=1C(=C(C(=O)NC2=CC=C3C=NN(C3=C2)C2=C(N=CS2)C)C=CC1)C(C)C 3-Cyano-2-isopropyl-N-(1-(4-methylthiazol-5-yl)-1H-indazol-6-yl)benzamide